5-(4-((4'-chloro-[1,1'-biphenyl]-2-yl)methyl)piperazine-1-carbonyl)-2-(2,6-dioxopiperidin-3-yl)isoindoline-1,3-dione ClC1=CC=C(C=C1)C1=C(C=CC=C1)CN1CCN(CC1)C(=O)C=1C=C2C(N(C(C2=CC1)=O)C1C(NC(CC1)=O)=O)=O